The molecule is a dieter obtained by the formal condensation of fumaric acid with ethanol. It has a role as a metabolite. It derives from a fumaric acid. CCOC(=O)/C=C/C(=O)OCC